F[C@@H]1CN(CC1)C=1N=CC(=NC1)C=1SC=2C(N(CCC2N1)C(=O)OC(C)(C)C)=O tert-butyl (S)-2-(5-(3-fluoropyrrolidin-1-yl)pyrazin-2-yl)-4-oxo-6,7-dihydrothiazolo[5,4-c]pyridine-5(4H)-carboxylate